N-(3-((2-bromo-4-(perfluoropropan-2-yl)-6-(trifluoromethyl)phenyl)carbamoyl)-2-fluorophenyl)-5-chloro-N-methylthiophene-2-carboxamide BrC1=C(C(=CC(=C1)C(C(F)(F)F)(C(F)(F)F)F)C(F)(F)F)NC(=O)C=1C(=C(C=CC1)N(C(=O)C=1SC(=CC1)Cl)C)F